N(=C=O)CC1=CC(=CC=C1)CN=C=O 1,3-Bis-(isocyanatomethyl)benzol